(2S)-2-(3-bromobenzenesulfonamido)-3-(3-cyanophenyl)-N-[(methylcarbamothioyl)amino]propenamide BrC=1C=C(C=CC1)S(=O)(=O)NC(C(=O)NNC(NC)=S)=CC1=CC(=CC=C1)C#N